ClC1=CC=C(C=C1)C1CCC(CC1)C1=C(C(C2=CC=CC=C2C1=O)=O)OC(CCCCCCCCCCC(=O)O)=O 12-((3-((1R,4R)-4-(4-chlorophenyl)cyclohexyl)-1,4-dioxo-1,4-dihydronaphthalen-2-yl)oxy)-12-oxododecanoic acid